Cl.Cl.N[C@@H]([C@H](C=C)O)C1=NC=CC(=C1)Cl (1R,2S)-1-amino-1-(4-chloropyridin-2-yl)but-3-en-2-ol bishydrochloride salt